(R)-4-(2-(3-(hydroxymethyl)-1-(2-(pyridin-2-yl)propan-2-yl)pyrrolidin-3-yl)ethyl)benzonitrile OC[C@]1(CN(CC1)C(C)(C)C1=NC=CC=C1)CCC1=CC=C(C#N)C=C1